C1(CCC1)CC=1N=C2N(N1)[C@@H](C[C@@H]2F)C2=CC=CC=C2 (5s,7s)-2-(cyclobutylmethyl)-7-fluoro-5-phenyl-6,7-dihydro-5H-pyrrolo[1,2-b][1,2,4]triazole